6-{8-[(2-cyano-2-methylideneethyl)amino]-7-methoxynaphthalen-2-yl}-N,N-dimethylpyridine-2-carboxamide C(#N)C(CNC=1C(=CC=C2C=CC(=CC12)C1=CC=CC(=N1)C(=O)N(C)C)OC)=C